FC1=CC=C(C=C1)C1=CC(=NN1C1=CC=C(C=C1)S(=O)(=O)N)COCCCCOCC=O 4-(5-(4-fluorophenyl)-3-((4-(2-oxoethoxy)butoxy)methyl)-1H-pyrazol-1-yl)benzenesulfonamide